ClC1=C(C=C2CC3(CCN(CC3)C(=O)OC(C)(C)C)[C@@H](C2=C1)N[S@](=O)C(C)(C)C)OC tert-butyl (1S)-6-chloro-5-methoxy-1-{[(R)-2-methylpropane-2-sulfinyl]amino}-1,3-dihydrospiro[indene-2,4'-piperidine]-1'-carboxylate